C1(CCCCC1)NC1=CC=C(C=C1)S(=O)(=O)NC(CN(C)C)C1=CC(=C(C=C1)Cl)Cl 4-(cyclohexylamino)-N-(1-(3,4-dichlorophenyl)-2-(dimethylamino)ethyl)benzenesulfonamide